C(#N)[C@H]1N(CSC1)C(CNC(=O)C1=CC=NC2=CC=C(C=C12)N1CC(C1)OC(F)F)=O (R)-N-(2-(4-cyanothiazolidin-3-yl)-2-oxoethyl)-6-(3-(difluoromethoxy)azetidin-1-yl)-quinoline-4-carboxamide